C(C)(C)(C)OC(=O)N[C@@H](C(C)C)C(=O)NC(CCS(=O)(=O)[O-])([2H])[2H].[Na+] sodium 3-((N-t-butoxycarbonyl-L-valyl) amino)-3,3-dideuterio-1-propanesulfonate